5-(3-(3-(1H-1,2,3-triazol-4-yl)azetidin-1-yl)isoOxazol-5-yl)-N-(5,6-difluoro-2,3-dihydro-1H-inden-2-yl)pyrimidin-2-amine N1N=NC(=C1)C1CN(C1)C1=NOC(=C1)C=1C=NC(=NC1)NC1CC2=CC(=C(C=C2C1)F)F